BrC1=CNC(C(=N1)C(=O)OC)=O methyl 6-bromo-3-oxo-3,4-dihydropyrazine-2-carboxylate